tert-butyl 2-((3-bromo-2-chlorophenyl)carbamoyl)-1-methyl-1,4,6,7-tetrahydro-5H-imidazo[4,5-c]pyridine-5-carboxylate BrC=1C(=C(C=CC1)NC(=O)C=1N(C2=C(CN(CC2)C(=O)OC(C)(C)C)N1)C)Cl